2-(6-methyl-1,5-naphthyridin-4-yl)-1H,5H,6H,7H-pyrrolo[3,2-c]pyridin-4-one CC=1N=C2C(=CC=NC2=CC1)C1=CC=2C(NCCC2N1)=O